CC1(CN(CCN1C(=O)C1=CNC(C=C1)=O)C(C(=O)NC1=NC=C(C=C1)OC1=NC=C(C=C1)F)C)C 2-(3,3-dimethyl-4-(6-oxo-1,6-dihydropyridine-3-carbonyl)piperazin-1-yl)-N-(5-((5-fluoropyridin-2-yl)oxy)pyridin-2-yl)propanamide